1-{2-chloro-4-[(6,7-dimethoxyquinolin-4-yl)oxy]phenyl}-3-(5-methylisoxazol-3-yl)urea ClC1=C(C=CC(=C1)OC1=CC=NC2=CC(=C(C=C12)OC)OC)NC(=O)NC1=NOC(=C1)C